tert-butyl-diphenyl-siloxypropyl-lithium C(C)(C)(C)C(CC(O[SiH3])(C1=CC=CC=C1)C1=CC=CC=C1)[Li]